(3R,4R)-5,5-difluoro-1-[4-({8-[3-(methanesulfonyl-methyl)azetidin-1-yl]-5-(propan-2-yl)isoquinolin-3-yl}amino)pyrimidin-2-yl]-4-methoxy-piperidin-3-ol FC1([C@@H]([C@@H](CN(C1)C1=NC=CC(=N1)NC=1N=CC2=C(C=CC(=C2C1)C(C)C)N1CC(C1)CS(=O)(=O)C)O)OC)F